(6-chloro-3-fluoropyridin-2-yl)(morpholino)methanone ClC1=CC=C(C(=N1)C(=O)N1CCOCC1)F